2-(4-bromo-2-methoxyphenyl)-3,5,7,8-tetrahydro-4H-thiopyrano[4,3-d]pyrimidin-4-one BrC1=CC(=C(C=C1)C=1NC(C2=C(N1)CCSC2)=O)OC